BrC=1C(=C2C(=NC1)N=C(N2)C2=C(N(C(=C2)C)C=2C=C(C=CC2C)NC(CCN(C)C)=O)C)N[C@@H]2CN(CC2)S(=O)(=O)CC N-(3-(3-(6-Bromo-7-(((S)-1-(ethylsulfonyl)pyrrolidin-3-yl)amino)-1H-imidazo[4,5-b]pyridin-2-yl)-2,5-dimethyl-1H-pyrrol-1-yl)-4-methylphenyl)-3-(dimethylamino)propanamid